tert-butyl 2-[[3-chloro-4-(4-methoxy-3-methyl-pyrazol-1-yl)phenyl]methyl]morpholine-4-carboxylate ClC=1C=C(C=CC1N1N=C(C(=C1)OC)C)CC1CN(CCO1)C(=O)OC(C)(C)C